NC1=C2N=C(N(C2=NC(=N1)OCCOC)CC1=CC=C(C=C1)CN)O 6-Amino-9-{[4-(Aminomethyl)Phenyl]Methyl}-2-(2-Methoxyethoxy)-9H-Purin-8-Ol